C(C=C)(=O)N1CCN(CC1)CCN1C(=CC2=CC(=CC=C12)CN1CCC2(CN(C2)C2=NC=NC3=CC=C(C=C23)CC(F)(F)F)CC1)C#N 1-(2-(4-acryloyl-piperazin-1-yl)ethyl)-5-((2-(6-(2,2,2-trifluoroethyl)quinazolin-4-yl)-2,7-diazaspiro[3.5]nonan-7-yl)methyl)-1H-indole-2-carbonitrile